Cl.N1C[C@@H](CC1)CN1CCC2(CCC[C@@H]2NS(=O)(=O)CC)CC1 N-((S)-8-(((R)-Pyrrolidin-3-yl)methyl)-8-azaspiro[4.5]decane-1-yl)ethanesulfonamide hydrochloride